C(/C(=N/O)/N)/C(=N/O)/N N'1,N'3-dihydroxypropanediimidamide